5-((4-cyano-2-(2,3,5-trichlorophenyl)oxazol-5-yl)amino)pentyl dihydrogen phosphate P(=O)(OCCCCCNC1=C(N=C(O1)C1=C(C(=CC(=C1)Cl)Cl)Cl)C#N)(O)O